O[C@@H]1C[C@H](CC1)NC1=NC(=CC(=N1)C=1C=C(C=CC1C)NC(=O)N1C[C@@H](CC1)CC(F)(F)F)N1CCOCC1 (S)-N-(3-(2-(((1s,3S)-3-hydroxycyclopentyl)amino)-6-morpholinopyrimidin-4-yl)-4-methylphenyl)-3-(2,2,2-trifluoroethyl)pyrrolidine-1-carboxamide